C1OCC12CCN(CC2)C2=CC=CC(=N2)CN2N=NC(=C2)C2=CC(=NC(=N2)N)C=2C(=C(C#N)C=CC2)C 3-(6-(1-((6-(2-oxa-7-azaspiro[3.5]nonan-7-yl)pyridin-2-yl)methyl)-1H-1,2,3-triazol-4-yl)-2-aminopyrimidin-4-yl)-2-methylbenzonitrile